N-(3-(4-(6-aminopyridin-3-yl)-1H-1,2,3-triazol-1-yl)-3-(5-(5-(difluoromethyl)-1,3,4-oxadiazol-2-yl)pyridin-2-yl)propyl)methanesulfonamide NC1=CC=C(C=N1)C=1N=NN(C1)C(CCNS(=O)(=O)C)C1=NC=C(C=C1)C=1OC(=NN1)C(F)F